FC=1C(=NC=CC1)C 3-fluoro-2-methyl-pyridine